4-(1-naphthyl)-2-(3-thienyl)imidazole C1(=CC=CC2=CC=CC=C12)C=1N=C(NC1)C1=CSC=C1